OC(CCN1N=C2C=C(C(=CC2=C1)NC(=O)C1=NC(=CC=C1)C)C(=O)OC)(C)C methyl 2-(3-hydroxy-3-methylbutyl)-5-{[(6-methylpyridin-2-yl)carbonyl]amino}-2H-indazole-6-carboxylate